methylenemagnesium C=[Mg]